(E)-1,2-diazacyclohexane N1NCCCC1